NC1=NC2=CC=C(C=C2C=N1)C1=C(C(=O)NC2=CC(=C(C=C2)CN2CCN(CC2)C)F)C=CC(=C1)C (2-aminoquinazolin-6-yl)-N-(3-fluoro-4-((4-methylpiperazin-1-yl)methyl)phenyl)-4-methylbenzamide